1,1-dimethylpropyl bromoformate BrC(=O)OC(CC)(C)C